C(CC)C(C#N)CCC 2-propylpentanenitrile